4-(2-methoxy-phenylamino)pyrimidine-2-amine COC1=C(C=CC=C1)NC1=NC(=NC=C1)N